2-t-butyl-6-(3-t-butyl-2-hydroxy-5-methylbenzyl)-4-methylphenylacrylate C(C)(C)(C)C1=C(C(=CC(=C1)C)CC1=C(C(=CC(=C1)C)C(C)(C)C)O)OC(C=C)=O